CN(CCO)C(=O)C=C N-methyl-N-(2-hydroxyethyl)acrylamide